2-(2-((5-(1-aminoisoquinolin-7-yl)-1'-(ethoxycarbonyl)-2,3-dihydrospiro[indene-1,4'-piperidin]-3-yl)oxy)-6-methylphenyl)acetic acid NC1=NC=CC2=CC=C(C=C12)C=1C=C2C(CC3(CCN(CC3)C(=O)OCC)C2=CC1)OC1=C(C(=CC=C1)C)CC(=O)O